C(C1=CC=CC=C1)OC=1C=CC2=C(SC(=C2OC2=CC=C(OCCCCC=O)C=C2)C2=CC=C(C=C2)Br)C1 5-(4-(6-(benzyloxy)-2-(4-bromophenyl)benzo[b]thiophen-3-yloxy)phenoxy)valeraldehyde